C(C)(C)(C)C1(CC=2C=C(C(=NC2C=2N1C=CC(C2)=O)OC)OCCCOC)C 6-(tert-butyl)-2-methoxy-3-(3-methoxypropoxy)-6-methyl-10-oxo-5,10-dihydro-6H-pyrido[1,2-h][1,7]naphthyridin